C(#N)C1=C(CN2CCC(CC2)C(=O)OC)C(=CC(=C1)C1CN(C1)C1=C(C=CC=C1Cl)Cl)C methyl 1-(2-cyano-4-(1-(2,6-dichlorophenyl)azetidin-3-yl)-6-methylbenzyl)piperidine-4-carboxylate